(E)-10-(5-Bromo-2,2'-dioxo-[3,3'-biindolinylidene]-1-yl)decanoic acid BrC=1C=C2\C(\C(N(C2=CC1)CCCCCCCCCC(=O)O)=O)=C\1/C(NC2=CC=CC=C12)=O